5-(2-((3-(benzyloxy)-3-phenylpropyl)sulfonyl)quinazolin-4-yl)-1-(3,4-dimethoxybenzyl)pyridin-2(1H)-one C(C1=CC=CC=C1)OC(CCS(=O)(=O)C1=NC2=CC=CC=C2C(=N1)C=1C=CC(N(C1)CC1=CC(=C(C=C1)OC)OC)=O)C1=CC=CC=C1